[(2-Hydroxyphenyl)amino]methanoic acid-2-methylpropan-2-yl ester CC(C)(C)OC(=O)NC1=C(C=CC=C1)O